4-(6-(acryloxyoxy)hexyloxy)benzoic acid C(C=C)(=O)OOCCCCCCOC1=CC=C(C(=O)O)C=C1